FC=1C=C(C=C(C1)F)[C@@H]1CC=NN1C(=O)N1CC(C1)OC1=CC(=NC=C1F)C1=C(C=NN1C)C(=O)N(C)C (S)-5-(4-((1-(5-(3,5-difluorophenyl)-4,5-dihydro-1H-pyrazole-1-carbonyl)azetidin-3-yl)oxy)-5-fluoropyridin-2-yl)-N,N,1-trimethyl-1H-pyrazole-4-carboxamide